FC(OC1=CC=C(C=C1)S(=O)(=O)N1CCO[C@@]2(CCN(C2)C2CCOCC2)C1)F (R)-9-((4-(difluoromethoxy)phenyl)sulfonyl)-2-(tetrahydro-2H-pyran-4-yl)-6-oxa-2,9-diazaspiro[4.5]decane